5-methyl-1-(5-methylpyridin-2-yl)-1H-imidazole-4-carboxylic acid ethyl ester C(C)OC(=O)C=1N=CN(C1C)C1=NC=C(C=C1)C